ClC1=CC=C(C=C1)NC(=O)N1[C@H](C[C@@](C1)(C1=CC=CC=C1)O)C(=O)NC1=C(C=CC(=C1)C(CCC1CC1)(C1=CC(=CC=C1)C#N)NC(=O)NC1=CC=C(C=C1)Cl)F (2R,4S)-N1-(4-chlorophenyl)-N2-(5-((+)-1-(3-(4-chlorophenyl)ureido)-1-(3-cyanophenyl)-3-cyclopropyl-propyl)-2-fluorophenyl)-4-hydroxy-4-phenylpyrrolidine-1,2-dicarboxamide